N-(8-((methyl-d3)amino)-5-(4,4,5,5-tetramethyl-1,3,2-dioxaborolan-2-yl)-2,7-naphthyridin-3-yl)cyclopropanecarboxamide C([2H])([2H])([2H])NC=1N=CC(=C2C=C(N=CC12)NC(=O)C1CC1)B1OC(C(O1)(C)C)(C)C